1-hydroxy-2,12,15-eicosatrien-4-one OCC=CC(CCCCCCCC=CCC=CCCCC)=O